ethyl 2-[3-(3,5-dimethylisoxazol-4-yl)pyrazolo[1,5-a]pyridin-5-yl]-4-isopropoxy-thiazole-5-carboxylate CC1=NOC(=C1C=1C=NN2C1C=C(C=C2)C=2SC(=C(N2)OC(C)C)C(=O)OCC)C